5,12-diethylquinolino(2,3-b)acridine-7,14(5H,12H)-dione C(C)N1C=2C=C3C(=CC2C(C=2C=CC=CC12)=O)N(C1=CC=CC=C1C3=O)CC